OC1(CN(CC1)C1=C(C=C(C=C1)C(F)(F)F)NC(=O)C=1OC(=CC1)C1=CC=NC=C1)C N-(2-(3-hydroxy-3-methylpyrrolidin-1-yl)-5-(trifluoromethyl)-phenyl)-5-(pyridin-4-yl)furan-2-carboxamide